C(C)(C)(C)OC(=O)NCC(C(C(=O)OC)(C)C)O methyl 4-((tert-Butoxycarbonyl) amino)-3-hydroxy-2,2-dimethylbutyrate